C(OC=1C2=C(C=3[C@@H](CN(C3C1)C(=O)C1=CC3=C([Se]1)C=CC(=C3)NC(CCN3CCOCC3)=O)CCl)C=C(C=C2)OC)(OC2=CC=C(C=C2)[N+](=O)[O-])=O (S)-1-(chloromethyl)-8-methoxy-3-(5-(3-morpholinopropanamido)benzo[b]selenophene-2-carbonyl)-2,3-dihydro-1H-benzo[e]indol-5-yl (4-nitrophenyl) carbonate